P(OC1=C(C=C(C=C1)C(C)(C)C)C(C)(C)C)(OC1=C(C=C(C=C1)C(C)(C)C)C(C)(C)C)OC1=C(C=C(C=C1)C(C)(C)C)C(C)(C)C tris[2,4-di-tert-butylphenyl] phosphite